3-n-butyl-cyclohexanone oxime C(CCC)C1CC(CCC1)=NO